C1(=CC=CC=C1)[Si](C1=CC=CC=C1)(C1=CC=CC=C1)C1=CC=CC=C1 phenyl-triphenylsilane